C1(CCCCCCC1)N(C1=NC(=NC(=N1)S)S)CC 6-[cyclooctyl(ethyl)amino]-1,3,5-triazine-2,4-dithiol